ClC=1N=C(C2=C(N1)CN(CC2)C(=O)OC(C)(C)C)N2CCC(CCC2)O tert-butyl 2-chloro-4-(4-hydroxyazepan-1-yl)-6,8-dihydro-5H-pyrido[3,4-d]pyrimidine-7-carboxylate